CSC1=CC=C(C=C1)C1=NC=2C(=C3C(=NC2)N(C=C3)S(=O)(=O)C3=CC=CC=C3)N1[C@@H]1CC[C@H](CC1)C#N trans-4-(2-(4-(methylthio)phenyl)-6-(phenylsulfonyl)imidazo[4,5-d]Pyrrolo[2,3-b]Pyridin-1(6H)-yl)cyclohexanecarbonitrile